FC1=C(C=CC=C1CO)NC(=O)NC=1C=NC(=CC1)C 1-(2-fluoro-3-(hydroxymethyl)phenyl)-3-(6-methylpyridin-3-yl)urea